tert-Butyl N-[[4-[5-amino-4-cyano-1-[(1S)-2,2,2-trifluoro-1-methyl-ethyl]pyrazol-3-yl]phenyl]methyl]carbamate NC1=C(C(=NN1[C@H](C(F)(F)F)C)C1=CC=C(C=C1)CNC(OC(C)(C)C)=O)C#N